3,5,5-trimethyl-1-isocyanato-3-(isocyanatomethyl)cyclohexane CC1(CC(CC(C1)(C)C)N=C=O)CN=C=O